5H-cyclopenta[b]pyridine-3-carboxamide N1=C2C(=CC(=C1)C(=O)N)CC=C2